CC1C(C1)C(=O)NC1=CC=C(C=C1)CCC(=O)N 3-{[4-(2-methylcyclopropanecarboxamido)]phenyl}propionamide